2,4-dimethylolbenzaldehyde C(O)C1=C(C=O)C=CC(=C1)CO